C1(=CC=CC=C1)NCCOCCOCCOCC(=O)O 2-(2-(2-(2-(phenylamino)ethoxy)ethoxy)ethoxy)acetic acid